NC=1N=CC(=NC1N)C=1C=C(C(=O)OC)C=CC1 methyl 3-(5,6-diaminopyrazin-2-yl)benzoate